BrC1=CC(=C(C=C1)C=1NC2=NC=NC(=C2N1)Cl)Cl 8-(4-bromo-2-chlorophenyl)-6-chloro-9H-purine